(2-Methoxyphenyl)phosphine COC1=C(C=CC=C1)P